4-fluoro-7-(4,4,5,5-tetramethyl-1,3,2-dioxaborolan-2-yl)-1H-indazol-3-amine FC1=C2C(=NNC2=C(C=C1)B1OC(C(O1)(C)C)(C)C)N